1-[3-(trifluoromethoxy)phenyl]ethanone FC(OC=1C=C(C=CC1)C(C)=O)(F)F